4-Chloro-6-cyclopropyl-thieno[2,3-d]pyrimidine ClC=1C2=C(N=CN1)SC(=C2)C2CC2